NC1=NC=C(C=N1)\C=C(/F)\C=1C=C(C(=O)N[C@H]2CC3(CC3)C[C@@H]2O)C=CC1OC(F)F 3-[(1Z)-2-(2-aminopyrimidin-5-yl)-1-fluorovinyl]-4-(difluoromethoxy)-N-[(5S,6S)-6-hydroxy-spiro[2.4]heptane-5-yl]benzamide